octyl 3-hydroxy-5-methyl-6-(3-phenoxybenzyl)-2-propylisonicotinate (Octyl 3-hydroxy-5-methyl-6-(3-phenyloxybenzyl)-2-propylisonicotinate) C(CCCCCCC)C1(C(=O)O)C(C(=NC(=C1C)CC1=CC(=CC=C1)OC1=CC=CC=C1)CCC)O.OC1=C(C(=O)OCCCCCCCC)C(=C(N=C1CCC)CC1=CC(=CC=C1)OC1=CC=CC=C1)C